3-(Ethylthio)-N-(4-fluorobenzyl)-5-methyl-4-nitroaniline C(C)SC=1C=C(NCC2=CC=C(C=C2)F)C=C(C1[N+](=O)[O-])C